CC1=NC2=C(C=C(C=C2NC1=O)CN1CCN(CC1)C1=CC(=C(C#N)C=C1)F)C 4-(4-((2,8-dimethyl-3-oxo-3,4-dihydroquinoxalin-6-yl)methyl)piperazin-1-yl)-2-fluorobenzonitrile